C1(=CC=CC=C1)C1=NC2=CC=C(C=C2C=C1C1=CC=CC=C1)NC(CCC(CC)=O)=O N-(2,3-diphenyl-quinolin-6-yl)-4-oxohexan-amide